tert-Butyl 5-(3-isopropoxyazetidine-1-carboxamido)-8-(2-((1-methyl-1H-pyrazol-4-yl)amino)pyrimidin-4-yl)-4,5-dihydro-1H-benzo[c]azepine-2(3H)-carboxylate C(C)(C)OC1CN(C1)C(=O)NC1C2=C(CN(CC1)C(=O)OC(C)(C)C)C=C(C=C2)C2=NC(=NC=C2)NC=2C=NN(C2)C